ClC1=CC(=C(C=C1)C1=NC(=NC2=NC(=CN=C12)C)C1CC(OCC1)C=1C=NN(C1)C1CC1)F 4-(4-chloro-2-fluorophenyl)-2-(2-(1-cyclopropyl-1H-pyrazol-4-yl)tetrahydro-2H-pyran-4-yl)-7-methylpteridine